N-(1-isopropyl-3-(6-(4-isopropyl-4H-1,2,4-triazol-3-yl)pyridin-2-yl)-7-methyl-4-oxo-1,4-dihydroquinolin-6-yl)ethylsulfonamide C(C)(C)N1C=C(C(C2=CC(=C(C=C12)C)CCNS(=O)=O)=O)C1=NC(=CC=C1)C1=NN=CN1C(C)C